[SH3+].NC1=NC2=NC=CN=C2C(=N1)N 2,4-diaminopteridine Sulfonium